methyl ((6-methyl-2-(((R)-5-oxopentan-2-yl)oxy)pyridin-3-yl)sulfonyl)-L-prolinate CC1=CC=C(C(=N1)O[C@H](C)CCC=O)S(=O)(=O)N1[C@@H](CCC1)C(=O)OC